FC1=CC=C(C=C1)[C@@H]1N(CCC2=CC=CC=C12)C(=O)NC12CC(C1)(C2)NC(OC(C)(C)C)=O tert-butyl (S)-(3-(1-(4-fluorophenyl)-1,2,3,4-tetrahydroisoquinoline-2-carboxamido)bicyclo[1.1.1]pentan-1-yl)carbamate